S1C=NC2=C1C(=CC=C2)O 1,3-benzothiazol-7-ol